N(=[N+]=[N-])[C@](C)(C1CC1)C1=CN=C(C2=CN=C(C=C12)Cl)OC1CC1 (R)-4-(1-azido-1-cyclopropylethyl)-6-chloro-1-cyclopropoxy-2,7-naphthyridine